FCN1CCC(C1)C(F)(F)F (fluoromethyl)-4-(trifluoromethyl)pyrrolidine